N-(4-cyano-3-(trifluoromethyl)phenyl)-2-(4-iodo-1H-pyrazol-1-yl)acetamide C(#N)C1=C(C=C(C=C1)NC(CN1N=CC(=C1)I)=O)C(F)(F)F